2,2'-methylenebis(6-(2H-benzotriazol-2-yl)-4-(1,1,3,3-tetramethyl-butyl)phenol) C(C1=C(C(=CC(=C1)C(CC(C)(C)C)(C)C)N1N=C2C(=N1)C=CC=C2)O)C2=C(C(=CC(=C2)C(CC(C)(C)C)(C)C)N2N=C1C(=N2)C=CC=C1)O